CC(CCCCCCCCC(=O)OCCCCCN(CCCCCCCOC(=O)C(CCCCCCCC)CCCCCCCC)CCO)C 5-{(2-hydroxyethyl)[7-(1-octylnonyl carbonyloxy)heptyl]amino}pentyl 10-methylundecanoate